OC(CNC(=O)C1=NC=C(C=C1)N)C 5-Amino-pyridin-2-carboxylic acid (2-hydroxy-propyl)-amide